N1(CCC1)C(COC=1C(=NC(=CC1)Cl)N1N=C(C=C1C)C#N)=O 1-[3-[2-(azetidin-1-yl)-2-oxo-ethoxy]-6-chloro-2-pyridyl]-5-methyl-pyrazole-3-carbonitrile